FC(C(=O)O)(F)F.FC=1C=C(C(=O)NCC2CCC(CC2)N2N=C3C=C(C=CC3=C2)C2=CC=3N(C=C2)N=CC3)C=C(C1O)F 3,5-difluoro-4-hydroxy-N-({(1r,4r)-4-[6-(pyrazolo[1,5-a]pyridin-5-yl)-2H-indazol-2-yl]cyclohexyl}methyl)benzamide, trifluoroacetate salt